ethylenebis(triphenylphosphonium) C(C[P+](C1=CC=CC=C1)(C1=CC=CC=C1)C1=CC=CC=C1)[P+](C1=CC=CC=C1)(C1=CC=CC=C1)C1=CC=CC=C1